ClC1=CC2=C(N(C(N=C2N2[C@H]3CN([C@@H](C2)C3)C(C=C)=O)=O)C=3C(=NC=CC3C)C(C)C)N=C1C1=C(C=CC=C1)F (M)-6-chloro-7-(2-fluorophenyl)-1-(4-methyl-2-(2-propanyl)-3-pyridinyl)-4-((1R,4R)-5-(2-propenoyl)-2,5-diazabicyclo[2.2.1]heptan-2-yl)pyrido[2,3-d]pyrimidin-2(1H)-one